N1C(CCCC1)C1N(CCC1)C(=O)OC(C)(C)C tert-butyl 2-(piperidin-2-yl)pyrrolidine-1-carboxylate